(2S)-2-[[2-(3-fluoro-4-methylsulfonyl-anilino)-5-(5-methyl-1H-pyrazol-3-yl)pyrimidin-4-yl]amino]-2-phenyl-ethanol FC=1C=C(NC2=NC=C(C(=N2)N[C@H](CO)C2=CC=CC=C2)C2=NNC(=C2)C)C=CC1S(=O)(=O)C